ClC=1C=C(C=CC1Cl)NC(=O)NC1=NC(=CC(=N1)C(C)C)NCCCNC 1-(3,4-dichlorophenyl)-3-(4-isopropyl-6-((3-(methylamino)propyl)-amino)pyrimidin-2-yl)urea